carboxy-3,10-diacetoxy-spiro[7H-benzo[c]xanthene-7,1'(3'H)-isobenzofuran]-3'-one C(=O)(O)C1=C2C(OC3(C2=CC=C1)C=1C=CC(=CC1OC=1C2=C(C=CC13)C=C(C=C2)OC(C)=O)OC(C)=O)=O